C(C)C1=NN(C(=N1)C1=CC=C(C=C1)OC)C1=C(C(=O)O)C=CC=C1 (3-ethyl-5-(4-methoxyphenyl)-1-1H-1,2,4-triazolyl)benzoic acid